5-methyl-6-[[1-(trifluoromethyl)cyclopropyl]methoxy]pyridine-3-carboxylic acid CC=1C=C(C=NC1OCC1(CC1)C(F)(F)F)C(=O)O